C[C@@]12[C@H]([C@@H](C[C@H]1[C@@H]1CCC=3C=C(C=CC3[C@H]1CC2)O)O)O (8R,9S,13S,14S,16R,17R)-13-methyl-6,7,8,9,11,12,14,15,16,17-decahydrocyclopenta[a]phenanthrene-3,16,17-triol